Sodium N-(2-butoxycarbonylphenyl)sulfamate C(CCC)OC(=O)C1=C(C=CC=C1)NS([O-])(=O)=O.[Na+]